[Hf].[Ba].[Ca] calcium barium hafnium